[N+](=O)([O-])C=1C=C(C=C(C1)C(F)(F)F)[C@@H](C)N (1R)-1-[3-nitro-5-(trifluoromethyl)phenyl]ethylamine